C(#N)C1(CC1)NS(=O)(=O)C1=CC=C2C3=C(N(C2=C1)C=1SC(=NN1)C(F)F)N=CN=C3C=3CCN(CC3)C(C(C)C)=O N-(1-Cyanocyclopropyl)-9-(5-(difluoromethyl)-1,3,4-thiadiazol-2-yl)-4-(1-isobutyryl-1,2,3,6-tetrahydropyridin-4-yl)-9H-pyrimido[4,5-b]indole-7-sulfonamide